(S)-3-((3-(isopropoxymethyl)-3-(2-(thiophen-2-yl)ethyl)pyrrolidin-1-yl)methyl)pyridine C(C)(C)OC[C@@]1(CN(CC1)CC=1C=NC=CC1)CCC=1SC=CC1